[Si]([O-])([O-])(O)O.B(O)(O)O.[Zn+2].FC(C1=CC=C(C=C1)C=1NC2=C(N1)C=CC=C2)(F)F 2-(4-trifluoromethylphenyl)benzimidazole zinc borate silicate